pyran-2-carboxylate O1C(C=CC=C1)C(=O)[O-]